NC1=C(C=CC=C1)C(C)=O ortho-aminoacetophenone